6,6',6''-nitrilotris(methylene)tris(N-((S)-2,3-dihydroxypropyl)nicotinamide) N(CC1=NC=C(C(=O)NC[C@@H](CO)O)C=C1)(CC1=NC=C(C(=O)NC[C@@H](CO)O)C=C1)CC1=NC=C(C(=O)NC[C@@H](CO)O)C=C1